OCCN1C(CC(C(=O)O)=CC1=O)=O 1-(2-Hydroxyethyl)-2,6-dioxo-1,3-dihydroisonicotinic acid